BrC=1N=C(N2C1C(=CC(=C2)S(=O)(=O)NC2(COC2)CF)Cl)C=2SC(=NN2)C(F)F 1-bromo-8-chloro-3-(5-(difluoromethyl)-1,3,4-thiadiazol-2-yl)-N-(3-(fluoromethyl)oxetane-3-yl)imidazo[1,5-a]pyridine-6-sulfonamide